[Br-].NCCC(C)[N+](CC(COCCCCCCCCCCCCCC)OCCCCCCCCCCCCCC)(C)C N-(2-aminoethylethyl)-N,N-dimethyl-2,3-bis(tetradecyloxy)-1-propanaminium bromide